[Na+].O1C(=CC=C1)C(=O)SCC1=C(C2(C(CC2SC1)=O)N)C(=O)[O-] 3-[[(2-furancarbonyl)thio]methyl]-8-oxo-5-thia-1-amino-bicyclo[4.2.0]oct-2-ene-2-carboxylic acid sodium salt